2-amino-3-bromo-4-iodo-5-methoxybenzamide NC1=C(C(=O)N)C=C(C(=C1Br)I)OC